CC(CCCCC(=O)O)CCCCCCCCCC(CC)C 6,16-dimethyl-octadecanoic acid